[Pb].C(CCC)C1=CC=C(C(=O)C2=CC=CC=C2)C=C1 4-butylbenzophenone lead